4-(pyridin-4-yl)-1,3-dihydro-2H-pyrrolo[3,4-c]pyridine-2-carboxylic acid tert-butyl ester C(C)(C)(C)OC(=O)N1CC=2C(=NC=CC2C1)C1=CC=NC=C1